FC(C(=O)OC)CF Methyl 2,3-difluoropropionate